C(C)(=O)NC1(O)[C@H](N)[C@@H](O)[C@@H](O)[C@H](O1)CO acetamidogalactosamine